3-methyl-glutaric acid (E)-1-(1,3-bis(palmitoyloxy) propan-2-yl) 5-(((6-(4-hydroxy-6-methoxy-7-methyl-3-oxo-1,3-dihydroisobenzofuran-5-yl)-4-methylhexa-4-enoyl) oxy) methyl) ester OC1=C2C(OCC2=C(C(=C1CC=C(CCC(=O)OCOC(CC(CC(=O)OC(COC(CCCCCCCCCCCCCCC)=O)COC(CCCCCCCCCCCCCCC)=O)C)=O)C)OC)C)=O